C1CC=2C1=CC=CC2 Benzocyclobuten